CS(=O)(=NCC1=CC=C(C=C1)C1=NOC(=N1)C(F)(F)F)C1=CC=C(C=C1)C methyl(p-tolyl)((4-(5-(trifluoromethyl)-1,2,4-oxadiazol-3-yl)benzyl)imino)-λ6-sulfanone